OC=1C=C(OC2=CC=C(C=C2)C2(C3=CC=CC=C3C=3C=CC=CC23)C2=CC=C(C=C2)OC2=CC(=C(C=C2)N2C(C=CC2=O)=O)O)C=CC1N1C(C=CC1=O)=O 9,9-bis[4-(3-hydroxy-4-maleimidophenoxy)phenyl]fluorene